FC=1C=C(C=CC1)[C@H](C(NC=1SC=CN1)=O)N1N=C2C=C(C=CC2=C1)C=1C=CC(=NC1)N1CCN(CC1)C(=O)OC(C)(C)C |r| tert-Butyl 4-[5-[2-[(1RS)-1-(3-fluorophenyl)-2-oxo-2-(thiazol-2-ylamino)ethyl]indazol-6-yl]-2-pyridyl]piperazine-1-carboxylate